C(CC)C1=CC=C(N)C=C1 p-propyl-aniline